NC=1C(=NC(=CN1)C=1C=NN(C1)C1CCN(CC1)C)C=1C=CC(N(N1)C1=C(C=CC(=C1)OC)C)=O 6-(3-Amino-6-(1-(1-methylpiperidin-4-yl)-1H-pyrazol-4-yl)pyrazin-2-yl)-2-(5-methoxy-2-methylphenyl)pyridazin-3(2H)-on